1-(2-(3-(1'-(2-(4-chlorophenyl)-3-methylbutanoyl)spiro[benzo[d][1,3]dioxole-2,4'-piperidin]-5-yl)propiolamido)ethyl)piperidine-4-carboxamide ClC1=CC=C(C=C1)C(C(=O)N1CCC2(CC1)OC1=C(O2)C=CC(=C1)C#CC(=O)NCCN1CCC(CC1)C(=O)N)C(C)C